NC1=CC(=C(C=C1)N1CCN(CC1)C(=O)OC(C)(C)C)OC tert-butyl 4-(4-amino-2-methoxyphenyl)piperazine-1-carboxylate